[N+](=O)([O-])C1=CC=C(C=C1)C1NC(NC(=C1C(=O)OCC)C)=O ethyl 4-(4-nitrophenyl)-6-methyl-2-oxo-1,2,3,4-tetrahydropyrimidine-5-carboxylate